COC1=CC=C(C=C1)C=1C=CC(N(N1)CC1=CC=C(C=C1)C=C)=O 6-(4-methoxyphenyl)-2-(4-vinylbenzyl)pyridazin-3(2H)-one